1-ethyl-2-[(ethylamino)methyl]-7-(1H-pyrazol-5-yl)-1H-imidazo[4,5-c]quinolin-4-amine C(C)N1C(=NC=2C(=NC=3C=C(C=CC3C21)C2=CC=NN2)N)CNCC